[1-(3-bromo-2-fluoro-phenyl)ethyl-cyclopropyl-amino]acetamide BrC=1C(=C(C=CC1)C(C)N(C1CC1)CC(=O)N)F